C(C)C=1C(=CC=C2C=C(C=C(C12)C1CC=2N=C(N=C(C2CO1)O)SC)OCOC)F 7-(8-ethyl-7-fluoro-3-(methoxymethoxy)naphthalen-1-yl)-2-(methylsulfanyl)-7,8-dihydro-5H-pyrano[4,3-d]pyrimidin-4-ol